C12C(CCC1)O2 Cyclopenten oxid